N-[4-[2-(2-aminoethoxy)ethylcarbamoyl]-3-ethyl-phenyl]-5-[2-chloro-4-(cyanomethoxy)-3-fluoro-phenyl]-1-methylimidazole-2-carboxamide NCCOCCNC(=O)C1=C(C=C(C=C1)NC(=O)C=1N(C(=CN1)C1=C(C(=C(C=C1)OCC#N)F)Cl)C)CC